rac-N-((4R,5S)-4-(2-((1,3-dioxoisoindolin-2-yl)methyl)phenyl)-7-ethyl-6-oxo-1-phenyl-4,5,6,7-tetrahydro-1H-pyrazolo[3,4-b]pyridin-5-yl)-3-(trifluoromethyl)benzamide O=C1N(C(C2=CC=CC=C12)=O)CC1=C(C=CC=C1)[C@@H]1C2=C(N(C([C@H]1NC(C1=CC(=CC=C1)C(F)(F)F)=O)=O)CC)N(N=C2)C2=CC=CC=C2 |r|